2-methyl-3,4,5,6-tetrahydropyrimidinecarboxylic acid CC1(NCCCN1)C(=O)O